(Z)-N-(2-hydroxy-3-(piperidin-1-yl)propoxy)pyridine OC(CON1CC=CC=C1)CN1CCCCC1